N-(6-methoxypyridin-2-yl)-5-methyl-2-(1-methyl-1H-imidazol-2-yl)pyrrolo[2,1-f][1,2,4]triazin-4-amine COC1=CC=CC(=N1)NC1=NC(=NN2C1=C(C=C2)C)C=2N(C=CN2)C